N-(8-fluoro-2-methyl-imidazo[1,2-a]pyridin-6-yl)-6-(3-oxopyrrolidin-1-yl)thieno[2,3-b]pyridine-2-carboxamide FC=1C=2N(C=C(C1)NC(=O)C1=CC=3C(=NC(=CC3)N3CC(CC3)=O)S1)C=C(N2)C